[1-[4-[methyl(tetrahydropyran-4-yl)amino]-5-oxido-6,7-dihydrothieno[3,2-d]pyrimidin-5-ium-2-yl]azetidin-3-yl] 1-ethylpyrazole-3-carboxylate C(C)N1N=C(C=C1)C(=O)OC1CN(C1)C=1N=C(C2=C(N1)CC[S+]2[O-])N(C2CCOCC2)C